FC(C=1C=NC(=NC1)N1CCN(CC1)C(=O)OC(C)(C)C)(C1=CC=C(C=C1)F)F tert-butyl 4-(5-(difluoro(4-fluorophenyl)methyl)pyrimidin-2-yl)piperazine-1-carboxylate